F[C@@H]1CNCC[C@@H]1N(C=1SC2=C(N=NC=C2)N1)C 6-{[(3R,4S)-3-fluoropiperidin-4-yl](methyl)amino}[1,3]thiazolo[4,5-c]pyridazin